ClC1=CC(=C2C(=N1)C(=NN2CC)N)C=C 5-chloro-1-ethyl-7-vinyl-1H-pyrazolo[4,3-b]pyridin-3-amine